FC=1C=C2C(=C(/C(/C2=CC1)=C/C1=CC=C(C=C1)OC1=CC=C(C=C1)C(C)C)C)CC(=O)O 2-[(1Z)-5-fluoro-2-methyl-1-({4-[4-(propan-2-yl)phenoxy]phenyl}methylene)-1H-inden-3-yl]acetic acid